COC1=NC(=NC(=C1)OC)C1(CCC2(CCCN2)CC1)NN1CN=CC=C1C(=O)O (S)-3-((R)-8-(4,6-dimethoxypyrimidin-2-yl)-1-azaspiro[4.5]dec-8-ylamino)pyrimidine-4-carboxylic acid